(M)-6-chloro-4-((2S,6S)-2,6-dimethyl-4-(2-propenoyl)-1-piperazinyl)-7-(2-fluorophenyl)-1-(4-methyl-2-(2-propanyl)-3-pyridinyl)pyrido[2,3-d]pyrimidin-2(1H)-one ClC1=CC2=C(N(C(N=C2N2[C@H](CN(C[C@@H]2C)C(C=C)=O)C)=O)C=2C(=NC=CC2C)C(C)C)N=C1C1=C(C=CC=C1)F